2-(4,6-dimethylpyrazolo[1,5-a]pyrazin-2-yl)-7-(piperidin-4-yl)-4H-pyrido[1,2-a]pyrimidin-4-one CC=1C=2N(C=C(N1)C)N=C(C2)C=2N=C1N(C(C2)=O)C=C(C=C1)C1CCNCC1